C(C1=CC=CC=C1)(C1=CC=CC=C1)=NNC(=O)N Benzophenone semicarbazone